(3R)-3-[3-(3-{8-chloro-3-methylimidazo[1,5-a]pyridin-6-yl}azetidin-1-yl)-4-methylpentyl]morpholine-4-carboxylic acid tert-butyl ester C(C)(C)(C)OC(=O)N1[C@@H](COCC1)CCC(C(C)C)N1CC(C1)C=1C=C(C=2N(C1)C(=NC2)C)Cl